4-(2-(4-Aminopiperidin-1-yl)-6-(2-fluoro-6-(trifluoromethyl)phenyl)quinazolin-4-yl)-2-fluorobenzonitrile NC1CCN(CC1)C1=NC2=CC=C(C=C2C(=N1)C1=CC(=C(C#N)C=C1)F)C1=C(C=CC=C1C(F)(F)F)F